3-(1-bromoprop-1-en-2-yl)-2-(trifluoromethyl)pyridine BrC=C(C)C=1C(=NC=CC1)C(F)(F)F